N,N,5-trimethylpyrrolidin-3-amine CN(C1CNC(C1)C)C